ClC=1C=C(C(=O)NC2=CC=C(C=C2)N2CCN(CC2)C2=CC=C(C=C2)OC[C@H]2O[C@@](OC2)(C)C2=C(C=C(C=C2)Cl)Cl)C=CC1 3-chloro-N-(4-(4-(4-(((2S,4R)-2-(2,4-dichlorophenyl)-2-methyl-1,3-dioxolan-4-yl)methoxy)phenyl)piperazin-1-yl)phenyl)benzamide